C1=CC=CC=2C3=CC=CC=C3C(C12)COC(=O)N[C@@H](CC=1C=C(C(=O)OC(C)(C)C)C=CC1)C(=O)OCC1=CC=CC=C1 tert-butyl (S)-3-(2-((((9H-fluoren-9-yl)methoxy)carbonyl)amino)-3-(benzyloxy)-3-oxopropyl)benzoate